CN(C(=O)C12CC(C1)(C2)C(=O)NC2=NN=NN2)C2CCNCC2 N1-methyl-N1-(piperidin-4-yl)-N3-(1H-tetrazol-5-yl)bicyclo[1.1.1]pentane-1,3-dicarboxamide